2-(((2s,4s,6s)-6-((6-bromo-5-fluorobenzo[d]thiazol-2-yl)amino)spiro[3.3]heptan-2-yl)oxy)nicotinamide BrC1=CC2=C(N=C(S2)NC2CC3(CC(C3)OC3=C(C(=O)N)C=CC=N3)C2)C=C1F